OC1(CC(C1)C(=O)N1CC2(C1)CCC(CC2)(C2=CC=CC=C2)OC)C ((1s,3s)-3-Hydroxy-3-methylcyclobutyl)(7-methoxy-7-phenyl-2-azaspiro[3.5]nonan-2-yl)methanone